sodium (S)-3-(3-(1,6-dimethyl-4-oxido-2-oxo-1,2-dihydropyridin-3-yl)ureido)-3-(2'-methyl biphenyl-4-yl)propanoate CN1C(C(=C(C=C1C)[O-])NC(N[C@@H](CC(=O)[O-])C1=CC=C(C=C1)C1=C(C=CC=C1)C)=O)=O.[Na+].[Na+]